N,N,N',N'-Tetramethylbutandiamin CN(C(CCC)N(C)C)C